C(C=C)(=O)O.C(C)O.C(C)O diethanol acrylate